5-(((3R,4S)-4-ethyl-5-oxotetrahydrofuran-3-yl)methyl)-1-methyl-1H-imidazol-1-ium (5Z,8Z,11Z,14Z,17Z)-icosa-5,8,11,14,17-pentaenoate C(CCC\C=C/C\C=C/C\C=C/C\C=C/C\C=C/CC)(=O)[O-].C(C)[C@H]1[C@H](COC1=O)CC1=CN=C[NH+]1C